FC=1C=C(CN2CC(N(CC2)C2CC3(C2)CCNCC3)C3=C(C=CC=C3)C(C)C)C=C(C1)F 2-(4-(3,5-difluorobenzyl)-2-(2-isopropylphenyl)piperazin-1-yl)-7-azaspiro[3.5]nonane